ClC1=C(C(=O)NC2=C3C=NN(C3=CC=C2)C=2N=NC(=CC2)C)C=C(C=C1)CNC(=O)C1(CC1)C(F)(F)F 2-chloro-N-[1-(6-methylpyridazin-3-yl)-1H-indazol-4-yl]-5-[({[1-(trifluoromethyl)cyclopropyl]carbonyl}amino)methyl]benzamide